4-ethynyl-2,6-difluorobenzoic Acid C(#C)C1=CC(=C(C(=O)O)C(=C1)F)F